trichloromethylphenyl orthoacetate C(C)(OC1=C(C=CC=C1)C(Cl)(Cl)Cl)([O-])[O-]